Diethyl (2-(2-chlorophenyl)acetyl)-L-valyl-D-glutamate ClC1=C(C=CC=C1)CC(=O)N[C@@H](C(C)C)C(=O)N[C@H](CCC(=O)OCC)C(=O)OCC